(E)-9-Octadecenyl acetate C(C)(=O)OCCCCCCCC\C=C\CCCCCCCC